O=C1N(C(C(N1)CCC(C(F)(F)F)C)=O)C1CC2(CC(C2)OC2=NC=CC=C2C(=O)N)C1 2-{[(αR)-6-[2,5-dioxo-4-(4,4,4-trifluoro-3-methylbutyl)imidazolidin-1-yl]spiro[3.3]heptan-2-yl]oxy}pyridine-3-carboxamide